propanol diacrylate C(C=C)(=O)O.C(C=C)(=O)O.C(CC)O